tert-butyl (ethylsulfonyl)carbamate C(C)S(=O)(=O)NC(OC(C)(C)C)=O